BrC=1C(=NC(=NC1)NC1=C(C=C(C(=C1)CC)N1CCC(CC1)C(OC)OC)OC)NC=1C(=C2N=CC=NC2=CC1)NS(=O)(=O)C N-(6-((5-Bromo-2-((4-(4-(dimethoxymethyl)piperidin-1-yl)-5-ethyl-2-methoxyphenyl)amino)pyrimidin-4-yl)amino)quinoxalin-5-yl)methanesulfonamide